ClCC(=O)C1=CC(=C(C=C1)OCC(F)(F)F)[N+](=O)[O-] 2-Chloro-1-(3-nitro-4-(2,2,2-trifluoroethoxy)phenyl)ethan-1-one